[Si](C)(C)(C(C)(C)C)OCCN(C(OC(C)(C)C)=O)CC=1C=CC(=NC1OC)C1=C(C(=NC=C1)Cl)Cl tert-butyl (2-((tert-butyldimethylsilyl)oxy)ethyl)((2',3'-dichloro-6-methoxy-[2,4'-bipyridin]-5-yl)methyl)carbamate